C[C@@H]1NC2=CC=C3C(=C2CC1)N=C(N3CCNC[C@@H]3OCCC3)CCN3C(C=CC=C3)=O (7S)-7-Methyl-2-[2-(2-oxo-1,2-dihydropyridin-1-yl)ethyl]-3-[2-({[(2R)-oxolan-2-yl]methyl}amino)ethyl]-3H,6H,7H,8H,9H-imidazo[4,5-f]chinolin